[2,4'-bipyridin]-3-yl(4-((6,7-dihydro-5H-cyclopenta[b]pyridin-3-yl)methyl)-4-fluoropiperidin-1-yl)methanone N1=C(C(=CC=C1)C(=O)N1CCC(CC1)(F)CC=1C=C2C(=NC1)CCC2)C2=CC=NC=C2